ClC1([C@H]([C@@H]1C1=CC=C(C=C1)OC)C1=CC(=CC(=C1)F)C(F)F)Cl trans-1-(2,2-Dichloro-3-(4-methoxyphenyl)cyclopropyl)-3-(difluoromethyl)-5-fluorobenzene